C1(CC1)[C@]1(C(NC(N1)=O)=O)CC(C(=O)N1CC2=CC(=C(C=C2C1)Cl)Cl)C (5S)-5-cyclopropyl-5-(3-(5,6-dichloroisoindolin-2-yl)-2-methyl-3-oxopropyl)imidazolidine-2,4-dione